5-morpholino-2-(6-(trifluoromethyl)pyridin-3-yl)thiazole-4-carboxylic acid ethyl ester C(C)OC(=O)C=1N=C(SC1N1CCOCC1)C=1C=NC(=CC1)C(F)(F)F